5-bromo-4-chloro-7-methyl-7H-pyrrolo[2,3-d]pyrimidine BrC1=CN(C=2N=CN=C(C21)Cl)C